CON(C(=O)C1CC2(CN(C2)C(=O)OC(C)(C)C)C1)C tert-butyl 6-(methyloxy (methyl) carbamoyl)-2-azaspiro[3.3]heptane-2-carboxylate